N=1ON=C2C1C=CC=C2CN benzo[c][1,2,5]oxadiazol-4-ylmethylamine